2-[4-[(3R)-5-chloro-3-(2,2-dimethylchroman-6-yl)-3-methyl-2-oxo-indolin-1-yl]phenyl]acetic acid ClC=1C=C2[C@@](C(N(C2=CC1)C1=CC=C(C=C1)CC(=O)O)=O)(C)C=1C=C2CCC(OC2=CC1)(C)C